BrC1=CC=C(C(=N1)[C@H](C)OC=1C(=NC2=CC=CN=C2C1)NC(OC(C)(C)C)=O)N1N=CC=C1 tert-butyl (3-{(1S)-1-[6-bromo-3-(1H-pyrazol-1-yl)pyridin-2-yl]ethoxy}-1,5-naphthyridin-2-yl)carbamate